3-(1-naphthyl)-1-propene C1(=CC=CC2=CC=CC=C12)CC=C